2-(2-(4-Methylcyclohex-3-en-1-yl)propyl)cyclopentanon CC1=CCC(CC1)C(CC1C(CCC1)=O)C